C(C)(C)N1C(N(C2=C1C=C(C=C2)C(=O)NC2(CS(C2)(=O)=O)C)C2=CC(=CC=C2)OC(F)(F)F)=O 3-isopropyl-N-(3-methyl-1,1-dioxo-thietan-3-yl)-2-oxo-1-[3-(trifluoromethoxy)phenyl]benzimidazole-5-carboxamide